FC(C=1C=CC(=NC1)C1COCCN1C=1C2=C(N=CN1)N(C=C2)CC2CCN(CC2)CC(=O)N)(F)F 2-(4-((4-(3-(5-(trifluoromethyl)pyridin-2-yl)morpholino)-7H-pyrrolo[2,3-d]pyrimidin-7-yl)methyl)piperidin-1-yl)acetamide